6-((3S,4S)-4-amino-3-methyl-2-oxa-8-azaspiro[4.5]decan-8-yl)-3-(1-(3-methoxyphenyl)cyclopropyl)-1,5-dihydro-4H-pyrazolo[3,4-d]pyrimidin-4-one N[C@@H]1[C@@H](OCC12CCN(CC2)C=2NC(C1=C(N2)NN=C1C1(CC1)C1=CC(=CC=C1)OC)=O)C